FC(C(O)C=1N=NC=C(C1)C1=NC=C(N=C1)N[C@H](C)C1=CC=C(C=C1)F)(F)F 2,2,2-trifluoro-1-(5-(5-(((R)-1-(4-fluorophenyl)ethyl)amino)pyrazin-2-yl)pyridazin-3-yl)ethan-1-ol